CC=1C(=NOC1C)S(=O)(=O)Cl 4,5-dimethylisoxazole-3-sulfonyl chloride